N[C@H](CNC(C(C(=O)NCC1=CC(=CC=C1)OC)=O)CC)CC(C)C (2S)-2-amino-N-(1-((3-methoxybenzyl)amino)-1,2-dioxopent-3-yl)-4-methylpentanamine